2-(3-formyl-1-methylindol-4-yl)-5-hydroxy-1-methyl-N-(1,2-oxazol-4-yl)-6-oxopyrimidine-4-carboxamide C(=O)C1=CN(C2=CC=CC(=C12)C=1N(C(C(=C(N1)C(=O)NC=1C=NOC1)O)=O)C)C